OC[C@H]1N(C2=CC=CC=C2C1)C(=O)C1=C(C=C(C(=C1)OC)O[Si](C(C)C)(C(C)C)C(C)C)NC(OCC=C)=O allyl (S)-(2-(2-(hydroxymethyl)indoline-1-carbonyl)-4-methoxy-5-((triisopropylsilyl)oxy)phenyl)carbamate